2-({7-amino-4-[3-(4-cyanobenzoyl)-4-hydroxyphenyl]-1-oxo-2,3-dihydro-1H-isoindol-2-yl}methyl)prop-2-enamide NC=1C=CC(=C2CN(C(C12)=O)CC(C(=O)N)=C)C1=CC(=C(C=C1)O)C(C1=CC=C(C=C1)C#N)=O